C1(CCCC1)OC1=C(OCCCCCCC(=O)N(C)OC)C=CC(=C1)[N+](=O)[O-] 7-(2-(cyclopentyloxy)-4-nitrophenoxy)-N-methoxy-N-methylheptanamide